C(C)SC=1C=CC2=C(SC(=C2C)C(\C=C\C2=CC(=C(C(=C2)C)O)C)=O)C1 (E)-1-(6-(ethylthio)-3-methylbenzo[b]thiophen-2-yl)-3-(4-hydroxy-3,5-dimethylphenyl)prop-2-en-1-one